{4-(2H-benzo[1,2,3]triazol-2-yl)phenyl}phenylamine N=1N(N=C2C1C=CC=C2)C2=CC=C(C=C2)NC2=CC=CC=C2